tert-Butyl (1-(1,3-benzodioxol-5-yl)but-3-en-2-yl)carbamate O1COC2=C1C=CC(=C2)CC(C=C)NC(OC(C)(C)C)=O